CC1=NN=C(C2=CC(=CC=C12)C1=NOC(=N1)C1CCN(CC1)C(CNC(C1=CC=CC=C1)=O)=O)C N-(2-(4-(3-(1,4-dimethylphthalazin-6-yl)-1,2,4-oxadiazol-5-yl)piperidin-1-yl)-2-oxoethyl)benzamide